ClC1=CC(=C2C(=N1)C1(OCC2)COCC1)OC[C@@H]1COCC1 2'-chloro-4'-(((S)-tetrahydrofuran-3-yl)methoxy)-4,5,5',6'-tetrahydro-2H-spiro[furan-3,8'-pyrano[3,4-b]pyridine]